(4-nitrofurazan-3-oxymethyl)-3-bromomethyloxetane [N+](=O)([O-])C=1C(=NON1)OCC1OCC1CBr